5-chloro-6-methyl-1-(tetrahydro-2H-pyran-2-yl)-4-vinyl-1H-indazole ClC=1C(=C2C=NN(C2=CC1C)C1OCCCC1)C=C